ClC(C(=O)OC)[C@@H](O)C1=CC=C(C=C1)OC methyl 2-chloro-3-(4-methoxyphenyl)-3(S)-hydroxypropionate